C(#N)C1=NC2=CC(=CC(=C2N=C1N1CC2(C1)CCN(CC2)C2=CC=C(C=C2)C#N)[C@@H](C)NC2=C(C(=O)O)C=CC=C2)C (R)-2-((1-(2-cyano-3-(7-(4-cyanophenyl)-2,7-diazaspiro[3.5]nonan-2-yl)-7-methylquinoxalin-5-yl)ethyl)amino)benzoic acid